(L)-proline benzyl ester hydrochloride Cl.C(C1=CC=CC=C1)OC([C@H]1NCCC1)=O